N-[(1E)-(dimethylamino)methylidene]cyclopentanecarboxamide CN(C)\C=N\C(=O)C1CCCC1